BrC=1C=C(C(=NC1)C)CC1(CC1)O ((5-bromo-2-methylpyridin-3-yl)methyl)cyclopropan-1-ol